4-ethylsulfonylaniline C(C)S(=O)(=O)C1=CC=C(N)C=C1